(2-(((5-(1-((2S,4R)-4-Hydroxy-2-((4-(4-methylthiazol-5-yl)benzyl)carbamoyl)pyrrolidin-1-yl)-3-methyl-1-oxobutan-2-yl)isoxazol-3-yl)oxy)methyl)phenyl)boronic acid O[C@@H]1C[C@H](N(C1)C(C(C(C)C)C1=CC(=NO1)OCC1=C(C=CC=C1)B(O)O)=O)C(NCC1=CC=C(C=C1)C1=C(N=CS1)C)=O